1-(2-pyridylcarbonyl)benzotriazole N1=C(C=CC=C1)C(=O)N1N=NC2=C1C=CC=C2